2-(((4,4-difluoro-1-methylcyclohexyl)methyl)amino)-2-oxoacetic acid FC1(CCC(CC1)(C)CNC(C(=O)O)=O)F